COC(C(C)(C)C1=CC(=CC=C1)SCCC(=O)OC)=O 2-[3-(3-methoxy-3-oxo-propyl)sulfanylphenyl]-2-methyl-propionic acid methyl ester